4-(1-(2-Chloro-3-((isopropylamino)methyl)phenyl)-1H-imidazol-4-yl)-N-(1-(methylsulfonyl)piperidin-4-yl)-5-(trifluoromethyl)pyrimidin-2-amine ClC1=C(C=CC=C1CNC(C)C)N1C=NC(=C1)C1=NC(=NC=C1C(F)(F)F)NC1CCN(CC1)S(=O)(=O)C